2-oxo-2-phenylacetic acid O=C(C(=O)O)C1=CC=CC=C1